C1(CC1)CNC=1N=CC2=C(N(C(C=3C=C(C=CC23)CN2CCN(CC2)C)=O)C2CCC(CC2)(C)O)N1 trans-3-((Cyclopropylmethyl)amino)-5-(4-hydroxy-4-methylcyclohexyl)-8-((4-methylpiperazin-1-yl)methyl)pyrimido[4,5-c]isoquinolin-6(5H)-one